N1N=CC2=C(C=CC=C12)CC1=CN=C2C(=NC(=NN21)OC[C@H]2N(CCC2)C)N2C[C@@H](N(CC2)C(=O)OCC2=CC=CC=C2)CC#N benzyl (S)-4-(7-((1H-indazol-4-yl)methyl)-2-(((S)-1-methylpyrrolidin-2-yl)methoxy)imidazo[2,1-f][1,2,4]triazin-4-yl)-2-(cyanomethyl)piperazine-1-carboxylate